tertbutyl peroxybenzoate C(C1=CC=CC=C1)(=O)OOC(C)(C)C